N-(4-(fluoromethoxy)-6-(thiazol-2-ylmethyl)benzo[d]isoxazol-3-yl)-2,6-dimethoxybenzenesulfonamide FCOC1=CC(=CC2=C1C(=NO2)NS(=O)(=O)C2=C(C=CC=C2OC)OC)CC=2SC=CN2